ClC1=CC(=C(CN2CCN(CC2)C(=O)OC(C(F)(F)F)C(F)(F)F)C=C1)N1CCN(CC1)S(=O)(=O)C 1,1,1,3,3,3-Hexafluoropropan-2-yl 4-(4-chloro-2-(4-(methylsulfonyl)piperazin-1-yl)benzyl)piperazine-1-carboxylate